C(C)C1=CC=2SC=CC2S1 5-ethyl-thieno[3,2-b]thiophen